meta-methanesulfonamidoaniline CS(=O)(=O)NC=1C=C(N)C=CC1